C(C)OC(=O)C1=C(N=C2N1N=CC(=C2)C)C.C(C2=CC=CC=C2)SC=2C=C1C(=NC(=NC1=C(C2)F)C(F)(F)F)C=2N=NN(C2)C[Si](C)(C)C 6-(benzylthio)-8-fluoro-2-(trifluoromethyl)-4-(1-((trimethylsilyl)methyl)-1H-1,2,3-triazol-4-yl)quinazoline ethyl-2,7-dimethylimidazo[1,2-b]pyridazine-3-carboxylate